CC1=NN(C=C1NC1=NC2=CC(=CC=C2C=N1)N1[C@@H]2CC[C@H](C1=O)C2)C2CC1(CN(C1)C1COC1)C2 |o1:18,21| (1R,4S) or (1S,4R)-2-(2-((3-methyl-1-(2-(oxetan-3-yl)-2-azaspiro[3.3]heptan-6-yl)-1H-pyrazol-4-yl)amino)quinazolin-7-yl)-2-azabicyclo[2.2.1]heptan-3-one